3-((4-(5-chloro-3-methyl-2-(((6S)-6-methylmorpholin-2-yl)methyl)phenyl)pyrrolo[2,1-f][1,2,4]triazin-6-yl)methyl)-1-ethylpyrimidine-2,4(1H,3H)-dione hydrochloride Cl.ClC=1C=C(C(=C(C1)C1=NC=NN2C1=CC(=C2)CN2C(N(C=CC2=O)CC)=O)CC2CNC[C@@H](O2)C)C